1-cyclohexyl-N4-((1r,3R,5S-7r)-3,5-dimethyladamantan-1-yl)terephthalamide ethyl-7-formylbenzo[d][1,3]dioxole-4-carboxylate C(C)OC(=O)C1=CC=C(C=2OCOC21)C=O.C2(CCCCC2)C2(C(=O)N)CC=C(C(=O)NC13C[C@]4(C[C@](CC(C1)C4)(C3)C)C)C=C2